C(C1=CC=CC=C1)NC1=C2C(=C(N(C2=CC=C1F)C1=CC(=C(C=C1)F)C)C1(CCC1)CC#N)C1=CC=C(C(=O)OC)C=C1 methyl 4-(4-(benzylamino)-2-(1-(cyanomethyl)cyclobutyl)-5-fluoro-1-(4-fluoro-3-methylphenyl)-1H-indol-3-yl)benzoate